(S)-8-(4,4-dimethylcyclohex-1-en-1-yl)-N-(1-(pyridin-2-yl)ethyl)quinoline-3-carboxamide CC1(CC=C(CC1)C=1C=CC=C2C=C(C=NC12)C(=O)N[C@@H](C)C1=NC=CC=C1)C